C1=CC=CC=2C3=CC=C(C=C3C=CC12)C(=O)N phenanthrene-7-carboxamide